bis-trifluoromethylsulfonic acid FC(F)(F)OS(=O)(=O)C(F)(F)F